C1(CCC1)CN(C1CCC(CC1)N(C1=C(C(N(C=2C=CC(=NC12)C#N)C)=O)C#N)C)C1=CC2=C(OCO2)C=C1F 8-((4-((cyclobutylmethyl)(6-fluorobenzo[d][1,3]dioxol-5-yl)amino)cyclohexyl)(methyl)amino)-5-methyl-6-oxo-5,6-dihydro-1,5-naphthyridine-2,7-dicarbonitrile